FC1(CN(C1)C(CN1CCN(CC1)C=1C=CC=2N(C1)C(=C(N2)CC)N(C=2SC=C(N2)C2=C(C#N)C=C(C=C2)F)C)=O)F 2-(2-((6-(4-(2-(3,3-difluoroazetidin-1-yl)-2-oxoethyl)piperazin-1-yl)-2-ethylimidazo[1,2-a]pyridin-3-yl)(methyl)amino)thiazol-4-yl)-5-fluorobenzonitrile